acetic acid 3-amino-4-{(3S,5R)-3-[(tert-butoxycarbonyl) amino]-5-methylpiperidin-1-yl}-6,7-dihydro-5H-cyclopenta[b]pyridin-7-yl ester NC=1C(=C2C(=NC1)C(CC2)OC(C)=O)N2C[C@H](C[C@H](C2)C)NC(=O)OC(C)(C)C